1H-pyrazole-4-carboxylic acid phenyl ester C1(=CC=CC=C1)OC(=O)C=1C=NNC1